N-(4-((4-(3-borono-5-bromobenzamido)cyclohexyl)methyl)cyclohexyl)-N-(3-borono-5-bromobenzoyl)glycine B(O)(O)C=1C=C(C(=O)NC2CCC(CC2)CC2CCC(CC2)N(CC(=O)O)C(C2=CC(=CC(=C2)Br)B(O)O)=O)C=C(C1)Br